difluoro-4-methoxy-1H-indole FC=1N(C2=CC=CC(=C2C1)OC)F